C(CCCCCCCCC)C1=C(SC=C1)C1=CC2=C(S1)C=C(S2)C=2SC=CC2CCCCCCCCCC 2,5-bis(3-decylthiophen-2-yl)thieno[3,2-b]thiophene